(2s,3s)-N-[7-fluoro-2-[[2-oxo-3-(3-oxo-4H-pyrazino[2,3-b][1,4]oxazin-6-yl)-1-oxa-3,8-diazaspiro[4.5]decan-8-yl]methyl]indan-5-yl]-3-hydroxy-pyrrolidine-2-carboxamide FC=1C=C(C=C2CC(CC12)CN1CCC2(CN(C(O2)=O)C2=NC3=C(OCC(N3)=O)N=C2)CC1)NC(=O)[C@H]1NCC[C@@H]1O